ClC=1C=C(CN2CC(N(CC2)C)=O)C=CC1N1C=NC(=C1)C1=NC(=NC=C1C(F)(F)F)NC1CCN(CC1)S(=O)(=O)C 4-(3-Chloro-4-(4-(2-((1-(methylsulfonyl)-piperidin-4-yl)amino)-5-(trifluoromethyl)-pyrimidin-4-yl)-1H-imidazol-1-yl)benzyl)-1-methylpiperazin-2-one